ClC=1C(=C(C=C(C1)F)C1=CC=C(C=C1)N1C(N(CC1)C)=O)OC chloro-5-fluoro-2-methoxy-4'-(3-methyl-2-oxoimidazolidin-1-yl)-[1,1'-biphenyl]